COC(=O)C=1N=NC(=CC1)N1C(N(C2=C(C1=O)C(=C(S2)C2=CC=C(C=C2)NC(=O)NOC)CN(C)C)CC2=C(C=CC=C2F)F)=O 6-(1-(2,6-difluorobenzyl)-5-((dimethylamino)methyl)-6-(4-(3-methoxyureido)phenyl)-2,4-dioxo-1,4-dihydrothieno[2,3-d]pyrimidin-3(2H)-yl)pyridazine-3-carboxylic acid methyl ester